C[C@@H]1CN(CCO1)C=1N=C(NC(C1)=O)N1[C@H](CCC1)CC1=CC=C(C=C1)C 4-[(2R)-2-methylmorpholin-4-yl]-2-[(2R)-2-(p-tolylmethyl)pyrrolidin-1-yl]-1H-pyrimidin-6-one